Cl.ClC1=C(C(=O)NC2=C3C=NN(C3=CC=C2)C=2C=NC=C(C2)COC)C=C(C=C1)CNC(C(C)(C)C)=O 2-Chloro-5-{[(2,2-dimethylpropanoyl)amino]methyl}-N-{1-[5-(methoxymethyl)pyridin-3-yl]-1H-indazole-4-yl}benzamide hydrochloride